C(CC)[C-]1C=CC=C1.[Li+] lithium n-propylcyclopentadienide